(S)-2-amino-N-(2-oxo-2,3-dihydro-1H-benzo[d]imidazol-5-yl)-3-phenylpropanamide N[C@H](C(=O)NC1=CC2=C(NC(N2)=O)C=C1)CC1=CC=CC=C1